1-(2-(pyrrolidin-1-yl)ethyl)piperazin-2-one methyl-2-((5-bromoquinoxalin-6-yl)amino)-4,5-dihydro-1H-imidazole-1-carboxylate COC(=O)N1C(=NCC1)NC=1C(=C2N=CC=NC2=CC1)Br.N1(CCCC1)CCN1C(CNCC1)=O